2-(2-(10-(4,6-Divinyl-1,3,5-triazin-2-yl)-1,7-dioxa-4,10-diazacyclododecane-4-yl)ethoxy)propanoic acid C(=C)C1=NC(=NC(=N1)C=C)N1CCOCCN(CCOCC1)CCOC(C(=O)O)C